O=C1N(C(C2=CC=CC=C12)=O)CCCCN1CCN(CC1)CC1CCN(CC1)C(=O)OC(C)(C)C tert-butyl 4-[[4-[4-(1,3-dioxoisoindolin-2-yl)butyl]piperazin-1-yl] methyl]piperidine-1-carboxylate